CC1=C(C=CC=C1OCCCN1CC(CC1)O)C1=C(C(=CC=C1)OCCCNCC=1C=NC=CC1)C 1-(3-((2,2'-dimethyl-3'-(3-((pyridin-3-ylmethyl)amino)propoxy)-[1,1'-biphenyl]-3-yl)oxy)propyl)pyrrolidin-3-ol